tert-butyl 7-((4-(2-methyl-6-(methylcarbamoyl) pyridin-3-yl) piperazin-1-yl) methyl)-4-oxo-4,5-dihydro-1H-pyrazolo[4,3-c]quinoline-1-carboxylate CC1=NC(=CC=C1N1CCN(CC1)CC=1C=CC=2C3=C(C(NC2C1)=O)C=NN3C(=O)OC(C)(C)C)C(NC)=O